N-(3,5-dichlorobenzylidene)-2,2-diethoxyethylamine ClC=1C=C(C=NCC(OCC)OCC)C=C(C1)Cl